C(=O)C1=C(C(=O)O)C=CC=C1 o-formyl-benzoic acid